CC1=C(C=CC(=N1)N)OCCC1=CC=CC=C1 6-Methyl-5-phenethoxypyridin-2-amine